ClC=1C=C(C(=NC1)C)NC(/C(=C/C1=CC=C2C(=NN(C2=C1)C1OCCCC1)C)/F)=O (2Z)-N-(5-Chloro-2-methylpyridin-3-yl)-2-fluoro-3-[3-methyl-1-(oxan-2-yl)indazol-6-yl]prop-2-enamide